N1C=NC(=C1)C(C)C=1C=C(C=C2CCC(C12)=O)F 7-[1-(1H-imidazol-4-yl)ethyl]-5-fluoro-2,3-dihydro-1H-inden-1-one